(E)-4-(3,5-dimethoxystyryl)phenyl (2-(pyrrolidine-2-carboxamido)ethyl) carbonate Hydrochloride Cl.C(OC1=CC=C(C=C1)\C=C\C1=CC(=CC(=C1)OC)OC)(OCCNC(=O)C1NCCC1)=O